C=C(COC=1C(=C2CN(CC2=CC1OC)C(C(=O)O)CC=O)Cl)COC=1C(=C2CN(CC2=CC1OC)C(C(=O)O)CC=O)Cl 4'-(((2-methylenepropane-1,3-diyl)bis(oxy))bis(4-chloro-6-methoxyisoindoline-5,2-diyl))bis(4-oxobutanoic acid)